7-Bromo-2-(1-methyl-1H-pyrazol-4-yl)-3H-imidazo[4,5-b]pyridine BrC1=C2C(=NC=C1)NC(=N2)C=2C=NN(C2)C